FC(S(=O)(=O)OC1=CC=C(C=C1)C1CC(CC1)(F)F)(F)F 4-(3,3-Difluorocyclopentyl)phenyl Trifluoromethanesulfonate